The molecule is a biaryl that is 5,5',10a,10a'-tetrahydro-9H,9'H-2,2'-bixanthene-9,9'-dione substituted by hydroxy groups at positions 1, 1', 5, 5', 8 and 8' and methyl groups at positions 3, 3', 10a and 10a'. Isolated from the cultures of a Hawaiian isolate of the fungus Phoma species, it exhibits antibacterial activity. It has a role as an antibacterial agent and a fungal metabolite. It is a member of xanthones, a polyphenol, a biaryl and a polyketide. CC1=CC2=C(C(=C1C3=C(C4=C(C=C3C)O[C@]5([C@H](C=CC(=O)C5=C4O)O)C)O)O)C(=C6C(=O)C=C[C@@H]([C@@]6(O2)C)O)O